C12CN(CC2C1)C1=NC=C(C(=N1)C=O)CN1C=NC(=C1)C(=O)N[C@@H]1CCC=2N(C=NC21)C 1-[(2-{3-azabicyclo[3.1.0]hex-3-yl}-4-formylpyrimidin-5-yl)methyl]-N-[(4R)-1-methyl-1H,4H,5H,6H-cyclopenta[d]imidazol-4-yl]-1H-imidazole-4-carboxamide